benzyl 4-(((1R,4R)-4-((tert-butoxycarbonyl)amino)cyclohexyl)methyl)-3-oxopiperazine-1-carboxylate C(C)(C)(C)OC(=O)NC1CCC(CC1)CN1C(CN(CC1)C(=O)OCC1=CC=CC=C1)=O